Cl.Cl.BrC1=CC2=C(N(C=N2)CCC[C@H]2NCCC[C@@H]2O)C(=C1)F (2R,3S)-2-(3-(5-bromo-7-fluoro-1H-benzo[d]imidazol-1-yl)propyl)piperidin-3-ol dihydrochloride